tert-butyl (2-(3-amino-6-chloro-2-iodoisonicotinamido)propyl)carbamate NC1=C(C(=O)NC(CNC(OC(C)(C)C)=O)C)C=C(N=C1I)Cl